C1OCC12CN(C2)C2=NC=CC(=N2)COC2=CC=C(C=C2)C(C)(C)C2=CC=C(OC1CC(C1)NC1=CC=C3CN(C(C3=C1)=O)C1C(NC(CC1)=O)=O)C=C2 3-(6-(((1s,3s)-3-(4-(2-(4-((2-(2-oxa-6-azaspiro[3.3]heptane-6-yl)pyrimidin-4-yl)methoxy)phenyl)propan-2-yl)phenoxy)cyclobutyl)amino)-1-oxoisoindolin-2-yl)piperidin-2,6-dione